1,2,7-Tris(2-cyanoethoxy)heptan C(#N)CCOCC(CCCCCOCCC#N)OCCC#N